tris[(2,3,4,5-tetraphenyl)phenyl]aniline C1(=CC=CC=C1)C1=C(C=C(C(=C1C1=CC=CC=C1)C1=CC=CC=C1)C1=CC=CC=C1)C1=C(N(C2=C(C(=C(C(=C2)C2=CC=CC=C2)C2=CC=CC=C2)C2=CC=CC=C2)C2=CC=CC=C2)C2=C(C(=C(C(=C2)C2=CC=CC=C2)C2=CC=CC=C2)C2=CC=CC=C2)C2=CC=CC=C2)C=CC=C1